2-(N-(3-chloro-4-(trifluoromethoxy)phenyl)propiolamido)cyclopentane-1-carboxamide ClC=1C=C(C=CC1OC(F)(F)F)N(C(C#C)=O)C1C(CCC1)C(=O)N